NC1=CC=C(C=N1)N1[C@H](CN(CC1)C(=O)OC(C)(C)C)C tert-butyl (3S)-4-(6-aminopyridin-3-yl)-3-methylpiperazine-1-carboxylate